COC(=O)C=1SC2=C(N1)C(=C(N2C(=O)OC(C)(C)C)C=2C(=C(C=1N(C2)N=CN1)C)C)C(=C)C 5-(7,8-dimethyl-[1,2,4]triazolo[1,5-a]pyridin-6-yl)-6-(prop-1-en-2-yl)-4H-pyrrolo[3,2-d]thiazole-2,4-dicarboxylic acid 4-(tert-butyl) 2-methyl ester